tert-Butyl 7,9-dioxo-2,8-diazaspiro[5.6]dodecane-2-carboxylate O=C1C2(CCCN(C2)C(=O)OC(C)(C)C)CCCC(N1)=O